tert-butyl 4-(5-hydroxy-2-pyridyl)piperidine-1-carboxylate OC=1C=CC(=NC1)C1CCN(CC1)C(=O)OC(C)(C)C